5-(4-bromo-2-methylbenzyl)-1-(tert-butyl)-1,5,6,7-tetrahydro-4H-pyrazolo[4,3-c]pyridin-4-one BrC1=CC(=C(CN2C(C3=C(CC2)N(N=C3)C(C)(C)C)=O)C=C1)C